ClC1=NC=C(C(=O)NC2=CC=C(C=C2)[C@@H]2CNCCO2)C=C1 (R)-6-Chloro-N-(4-(morpholin-2-yl)-phenyl)-nicotinamid